3-(6-methoxypyridin-3-yl)-5-(3-methyl-1-(1-methylpiperidin-4-yl)-1H-pyrazol-4-yl)-1-tosyl-1H-pyrrolo[2,3-b]pyridine COC1=CC=C(C=N1)C1=CN(C2=NC=C(C=C21)C=2C(=NN(C2)C2CCN(CC2)C)C)S(=O)(=O)C2=CC=C(C)C=C2